diphenylsilylene(cyclopentadienyl)(9-fluorenyl)hafnium dichloride [Cl-].[Cl-].C1(=CC=CC=C1)[Si](=[Hf+2](C1C2=CC=CC=C2C=2C=CC=CC12)C1C=CC=C1)C1=CC=CC=C1